C(C)(C)[Si](C(C)C)(C(C)C)C#CC1=C2C=C3C=CC=CC3=CC2=C(C2=CC3=CC=CC=C3C=C12)C#C[Si](C(C)C)(C(C)C)C(C)C 6,13-bis(triisopropylsilylethynyl)-pentacene